ClC1=C(C(=NC(=C1)N)C1=CC=C(C=C1)F)C1=CC=NC(=C1)C chloro-2-(4-fluorophenyl)-6'-methyl-[3,4-bipyridin]-6-amine